The molecule is a linear hexasaccharide consisting of D-mannosyl residues connected by two beta- and three alpha-1,2-linkages, obtained from Candida albicans cell-wall D-mannan. C([C@@H]1[C@H]([C@@H]([C@@H]([C@@H](O1)O[C@H]2[C@H]([C@@H]([C@H](O[C@H]2O[C@H]3[C@H]([C@@H]([C@H](O[C@@H]3O[C@H]4[C@H]([C@@H]([C@H](O[C@@H]4O[C@H]5[C@H]([C@@H]([C@H](O[C@@H]5O[C@H]6[C@H]([C@@H]([C@H](OC6O)CO)O)O)CO)O)O)CO)O)O)CO)O)O)CO)O)O)O)O)O)O